FC1=CN=C2C=CC=[N+](C2=C1)[O-] 7-fluoro-1,5-naphthyridine 1-oxide